(R)-6-(2-amino-4-methoxyphenyl)-5,6,7,8-tetrahydronaphthalen-2-yl pivalate C(C(C)(C)C)(=O)OC1=CC=2CC[C@H](CC2C=C1)C1=C(C=C(C=C1)OC)N